3-fluoro-5-(6-(difluoromethyl)-6-ethyl-5-oxo-1,2,3,7-tetrahydropyrazolo[1,2-a]pyrazol-3-yl)benzonitrile FC=1C=C(C#N)C=C(C1)C1CCN2N1C(C(C2)(CC)C(F)F)=O